2-vinyl-ethylpyridine C(=C)CCC1=NC=CC=C1